6-[2,8-dimethylimidazo[1,2-b]pyridazin-6-yl]-2-(piperidin-4-yl)-3,4-dihydroisoquinolin-1-one CC=1N=C2N(N=C(C=C2C)C=2C=C3CCN(C(C3=CC2)=O)C2CCNCC2)C1